BrC=1N(C(=NN1)N1CCN(CC1)C(=O)OC(C)(C)C)C tert-Butyl 4-(5-bromo-4-methyl-1,2,4-triazol-3-yl)piperazine-1-carboxylate